1,1-cyclopentanediacetic acid C1(CCCC1)(CC(=O)O)CC(=O)O